Fmoc-3,4-dihydroxy-L-phenylalanine C(=O)(OCC1C2=CC=CC=C2C2=CC=CC=C12)N[C@@H](CC1=CC(=C(C=C1)O)O)C(=O)O